methyl (1R,2R,3S,3aR,8bS)-6-(4-aminobutoxy)-1,8b-dihydroxy-8-methoxy-3a-(4-methoxyphenyl)-3-phenyl-2,3,3a,8b-tetrahydro-1H-cyclopenta[b]benzofuran-2-carboxylate NCCCCOC1=CC2=C([C@]3([C@@](O2)([C@@H]([C@H]([C@H]3O)C(=O)OC)C3=CC=CC=C3)C3=CC=C(C=C3)OC)O)C(=C1)OC